1,2,3,4-tetrahydronaphthalene-2-carbaldehyde C1C(CCC2=CC=CC=C12)C=O